2-methylhex-5-en-2-ol CC(C)(CCC=C)O